N(=[N+]=[N-])C1=CC=C(C=C1)\C(\C(F)(F)F)=N/O (E)-1-(4-azidophenyl)-2,2,2-trifluoroethan-1-one oxime